COCCN1C[C@H]([C@@H](C1)OC1=CC=C(C=C1)B1OC(C(O1)(C)C)(C)C)O (3R,4R)-1-(2-methoxyethyl)-4-(4-(4,4,5,5-tetramethyl-1,3,2-dioxaborolan-2-yl)phenoxy)pyrrolidine-3-ol